2-cyclobutyl-3-(4-fluoro-1H-indazol-5-yl)-6-(4-fluoro-3-trifluoromethyl-phenyl)-imidazo[1,2-a]pyrazine C1(CCC1)C=1N=C2N(C=C(N=C2)C2=CC(=C(C=C2)F)C(F)(F)F)C1C=1C(=C2C=NNC2=CC1)F